C1(CC1)CS(=O)(=O)NC([C@H](C(C)C)NC(C[C@H]1N(C(CC1)=O)CC1=C(C(=CC=C1)F)F)=O)=O (S)-N-((Cyclopropylmethyl)sulfonyl)-2-(2-((S)-1-(2,3-difluorobenzyl)-5-oxopyrrolidin-2-yl)acetamido)-3-methylbutanamide